ClC=1C=C(C=C(C1)Cl)[C@H](CC(=O)OC)NC(=O)C1CC2(CN(C2)C(=O)OC(C)(C)C)C1 (S)-tert-Butyl 6-((1-(3,5-dichlorophenyl)-3-methoxy-3-oxopropyl)carbamoyl)-2-azaspiro[3.3]heptane-2-carboxylate